[Ru+2].C1=CC=NC2=C1C1=NC3=CC=CC=C3N=C1C1=C2N=CC=C1 dipyrido[3,2-a:2',3'-c]phenazine ruthenium(II)